NC1=C2N(C(N(C2=NC=N1)C1CCN(CC1)C1CN(C1)C1CN(C1)C=1C=C2C(N(C(C2=CC1)=O)C1C(NC(CC1)=O)=O)=O)=O)C1=CC=C(C=C1)OC1=CC=CC=C1 5-(3-{4-[6-amino-8-oxo-7-(4-phenoxyphenyl)purin-9-yl]piperidin-1-yl}-[1,3'-biazetidin]-1'-yl)-2-(2,6-dioxopiperidin-3-yl)isoindole-1,3-dione